OC=1N=C2N(C(C1)=O)C=C(C=C2)N2CCN(C1(CC1)C2)C(=O)OC(C)(C)C tert-butyl 7-(2-hydroxy-4-oxo-4H-pyrido[1,2-a]pyrimidin-7-yl)-4,7-diazaspiro[2.5]octane-4-carboxylate